FC=1C=C(C=CC1F)C1=C(C(=NC(=N1)C1=CN(C2=NC=C(C=C21)F)S(=O)(=O)C2=CC=C(C)C=C2)NC2C(C1CCC2CC1)C(=O)OC)F (+/-)-trans-methyl 3-((6-(3,4-difluorophenyl)-5-fluoro-2-(5-fluoro-1-tosyl-1H-pyrrolo[2,3-b]pyridin-3-yl)pyrimidin-4-yl)amino)bicyclo[2.2.2]octane-2-carboxylate